(1S,2S)-N-(8-amino-6-(5-amino-4-methylpyridin-3-yl)-2,7-naphthyridin-3-yl)-2-cyanocyclopropane-1-carboxamide NC=1N=C(C=C2C=C(N=CC12)NC(=O)[C@@H]1[C@H](C1)C#N)C=1C=NC=C(C1C)N